C(C)N[C@@H](CC(N)=O)C(=O)O N-Ethyl-L-asparagine